C(C)OC(C(C)(C)OC1=C(C=C(C=C1)CN1N=CN(C1=O)C1=CC=C(C=C1)C(F)(F)F)Cl)=O 2-(2-chloro-4-((5-oxo-4-(4-(trifluoromethyl)phenyl)-4,5-dihydro-1H-1,2,4-triazole-1-yl)methyl)phenoxy)-2-methylpropionic acid ethyl ester